CC1=CC=C(C(=O)OC2=CC(=CC(=C2)\C=N/C(CC2=CC=C(C=C2)O)C(CO)=O)Br)C=C1 (Z)-3-bromo-5-((4-hydroxy-1-(4-hydroxyphenyl)-3-oxobutan-2-ylimino)meth-yl)phenyl 4-methylbenzoate